C1(=CC=CC=C1)C=1C=C2C(=CC1)C=1C=CC=C3NC=4C=CC=C2C4C13 9-phenyl-4H-naphtho[1,2,3,4-def]carbazol